6-Nitro-3-((phenylamino)methyl)-4H-chromen-4-one [N+](=O)([O-])C=1C=C2C(C(=COC2=CC1)CNC1=CC=CC=C1)=O